2-(2-ethylpiperidin-1-yl)-5-methylaniline C(C)C1N(CCCC1)C1=C(N)C=C(C=C1)C